(1r,4r)-4-((3-(4-(2-(2-aminopyridin-3-yl)-6-(pyridin-2-yl)-1H-benzo[d]imidazol-1-yl)phenyl)azetidin-1-yl)methyl)cyclohexane-1-carboxylic acid NC1=NC=CC=C1C1=NC2=C(N1C1=CC=C(C=C1)C1CN(C1)CC1CCC(CC1)C(=O)O)C=C(C=C2)C2=NC=CC=C2